OCCN(CCO)CCC(=O)OCC(=O)OC N,N-bis(2-hydroxyethyl)-2-[(methoxycarbonyl)methoxycarbonyl]ethylamine